ethyl (S)-3-(3-(1-ethyl-4-hydroxy-5-methyl-2-oxo-1,2-dihydropyridin-3-yl)ureido)-3-(2'-methyl biphenyl-3-yl)propanoate C(C)N1C(C(=C(C(=C1)C)O)NC(N[C@@H](CC(=O)OCC)C=1C=C(C=CC1)C1=C(C=CC=C1)C)=O)=O